NC1=CC=C(OCCN2CCC3(CC2)CNC2=CC=C(C=C23)Cl)C=C1 1'-[2-(4-aminophenoxy)ethyl]-5-chloro-1,2-dihydrospiro[indole-3,4'-piperidin]